FC(C(=O)N(C)OC)(OC1=CC=C(C2=C1N=C(O2)N2CC1N(C(C2)C1)C(=O)OC(C)(C)C)C=1N=CSC1)F tert-Butyl 3-(4-(1,1-difluoro-2-(methoxy(methyl)amino)-2-oxoethoxy)-7-(thiazol-4-yl)benzo[d]oxazol-2-yl)-3,6-diazabicyclo[3.1.1]heptane-6-carboxylate